C1(=CC=CC=C1)OP(=O)(OC1=CC=CC=C1)C=1C(C=CC1)[Fe] 2-(diphenylphosphono)cyclopentadienyl-iron